mercaptomethylsilane SC[SiH3]